8-cyclohexyloxymethyl-tetracyclo[4.4.0.12,5.17,10]-3-dodecene C1(CCCCC1)OCC1C2C3C4C=CC(C3C(C1)C2)C4